ClC1=C(C(=CC=C1)O)C1=C(C2=C(CN3[C@@H](CO2)CN(CC3)C(C=C)=O)C=C1C#CCN(C)C)F 1-((12AR)-9-(2-chloro-6-hydroxyphenyl)-8-(3-(dimethylamino)prop-1-yn-1-yl)-10-fluoro-3,4,12,12a-tetrahydro-6H-benzo[f]pyrazino[2,1-c][1,4]oxazepin-2(1H)-yl)prop-2-en-1-one